9,10-bis(trimethylsilyl-ethynyl)anthracene C[Si](C)(C)C#CC=1C2=CC=CC=C2C(=C2C=CC=CC12)C#C[Si](C)(C)C